OC[C@@H](C=1C(=NC(=NC1)N1C([C@@H]2C[C@@H]2C1)=O)C)N1N=CC(=C1)NC(=O)C1=NC=CN=C1 N-(1-((R)-2-hydroxy-1-(4-methyl-2-((1R,5S)-2-oxo-3-azabicyclo[3.1.0]hexan-3-yl)pyrimidin-5-yl)ethyl)-1H-pyrazol-4-yl)pyrazine-2-carboxamide